Tert-butyl (1R,5S)-3-(5,5-dimethyl-6-oxo-6,7-dihydro-5H-pyrrolo[2,3-d]pyrimidin-4-yl)-3,8-diazabicyclo[3.2.1]octane-8-carboxylate CC1(C(NC=2N=CN=C(C21)N2C[C@H]1CC[C@@H](C2)N1C(=O)OC(C)(C)C)=O)C